methyl 4-((1S,2S)-2-(6-chloroimidazo[1,2-b]pyridazin-8-yl)cyclopropyl)benzoate ClC=1C=C(C=2N(N1)C=CN2)[C@@H]2[C@H](C2)C2=CC=C(C(=O)OC)C=C2